7-cyanobenzoxazol C(#N)C1=CC=CC=2N=COC21